(S)-4-{[ethyl-(2-fluoro-phenyl)-amino]-methyl}-4,5-dihydro-oxazol-2-ylamine C(C)N(C1=C(C=CC=C1)F)C[C@@H]1N=C(OC1)N